2-[2-(6-hydroxy-hexyloxy)-ethoxymethyl]-1,3-dichlorobenzene OCCCCCCOCCOCC1=C(C=CC=C1Cl)Cl